4-((5-(2,4,5-trifluoro-3-hydroxyphenyl)-1,3,4-thiadiazol-2-yl)methyl)-6-(2,2,2-trifluoroethyl)-4,6-diazaspiro[2.4]heptane-5,7-dione FC1=C(C=C(C(=C1O)F)F)C1=NN=C(S1)CN1C2(CC2)C(N(C1=O)CC(F)(F)F)=O